1-((S)-1-(1-methyl-1H-pyrazol-4-yl)ethyl)-4-oxo-6-((1S,2S)-2-(pyrimidin-2-yl)cyclobutyl)-4,5-dihydro-1H-pyrazolo[3,4-d]pyrimidine-3-carbonitrile CN1N=CC(=C1)[C@H](C)N1N=C(C2=C1N=C(NC2=O)[C@@H]2[C@H](CC2)C2=NC=CC=N2)C#N